O1COC2=C1C=CC(=C2)[C@@H]2[C@H]([C@@H](N(C2)CC(=O)N(CCCC)CCCC)C2=CC=C(C=C2)OC)C(=O)O (2R,3R,4S)-4-(1,3-Benzodioxol-5-yl)-1-[2-(dibutylamino)-2-oxoethyl]-2-(4-methoxyphenyl)pyrrolidine-3-carboxylic acid